CC=1N(C(=C2C(N(N=CC21)C=2C=C(C=CC2)C)=O)C)C2=CC=CC=C2 5,7-dimethyl-6-phenyl-2-(m-tolyl)-2,6-dihydro-1H-pyrrolo[3,4-d]pyridazin-1-one